ClC=1C=C(C=CC1F)N(C(=O)[C@H]1N(C([C@H](C1)OC1OCCCC1)=O)C1=NC(=CC(=C1)C(F)(F)F)C)C (2S,4S)-N-(3-chloro-4-fluorophenyl)-N-methyl-1-(6-methyl-4-(trifluoromethyl)pyridin-2-yl)-5-oxo-4-((tetrahydro-2H-pyran-2-yl)oxy)pyrrolidine-2-carboxamide